2-(((4-(((tert-Butyldimethylsilyl)oxy)methyl)cyclohexyl)thio)methyl)-8-methyl-quinazolin-4(3H)-one [Si](C)(C)(C(C)(C)C)OCC1CCC(CC1)SCC1=NC2=C(C=CC=C2C(N1)=O)C